FC(C(=O)O)(F)F.N(C(=N)N)C1=CC=C(C(=O)N)C=C1 4-guanidinobenzamide trifluoroacetate